(R)-3-((tert-butyldiphenylsilyl)oxy)-N-(1-(5,6-difluoro-1H-indol-3-yl)propan-2-yl)-2,2-difluoropropan-1-amine [Si](C1=CC=CC=C1)(C1=CC=CC=C1)(C(C)(C)C)OCC(CN[C@@H](CC1=CNC2=CC(=C(C=C12)F)F)C)(F)F